(4-nitrophenyl) eicosyl carbonate C(OC1=CC=C(C=C1)[N+](=O)[O-])(OCCCCCCCCCCCCCCCCCCCC)=O